2-(cyclobutylmethyl)-6-{[5-methyl-3-(6-methylpyridin-3-yl)-1,2-oxazol-4-yl]methoxy}-1,2,3,4-tetrahydro-2,7-naphthyridine C1(CCC1)CN1CC2=CN=C(C=C2CC1)OCC=1C(=NOC1C)C=1C=NC(=CC1)C